2,6-dimethylmethyl-p-diacetoxycresol CC1(C(=C(C=C(C1(O)OC(C)=O)C)OC(C)=O)C)C